1-(((3-((4-cyanobenzyl)carbamoyl)-1-methyl-2-oxo-1,2-dihydro-1,7-naphthyridin-8-yl)oxy)methyl)cyclopropane-1-sulfonyl chloride C(#N)C1=CC=C(CNC(=O)C=2C(N(C3=C(N=CC=C3C2)OCC2(CC2)S(=O)(=O)Cl)C)=O)C=C1